norbornenyl-methylenephosphine C12(C=CC(CC1)C2)P=C